FC(OC1=C(C=CC(=C1)F)[C@@H]1[C@H](O[C@@](C1)(C(F)(F)F)C)C(=O)NC1=CC(=NC=C1)C(=O)N)F 4-((2S,3R,5S)-3-(2-(difluoromethoxy)-4-fluorophenyl)-5-methyl-5-(trifluoromethyl)tetrahydrofuran-2-carboxamido)picolinamide